C=1N=CN2C1C(=NC=C2)C(=O)N imidazo[1,5-a]pyrazine-8-carboxamide